methyl 4-benzyloxy-1-(ethoxycarbonylcarbamothioylamino)-8-phenoxy-isoquinoline-3-carboxylate C(C1=CC=CC=C1)OC1=C(N=C(C2=C(C=CC=C12)OC1=CC=CC=C1)NC(NC(=O)OCC)=S)C(=O)OC